C1C(OC(=O)C2=C(C(=CC(=C21)Cl)C(=O)N[C@@H](CC3=CC=CC=C3)C(=O)O)O)CCCCC(=O)O The molecule is a synthetic phenylalanine derivative derived formally from the mycotoxin ochratoxin A by replacement of the methyl group at position 3 of the isochromene ring with a 4-carboxybutyl group. It has a role as a hapten. It is a N-acyl-L-phenylalanine, a member of isochromanes, a monocarboxylic acid amide, an organochlorine compound and a diastereoisomeric mixture. It derives from an ochratoxin A.